7-methoxy-3-p-toluenesulfonyl-1,3,4,5-tetrahydrospiro[benzo[d]azepin-2,1'-cyclopropane]-1-ol COC1=CC2=C(C(C3(CC3)N(CC2)S(=O)(=O)C2=CC=C(C)C=C2)O)C=C1